5-tert-butyl-1,3,4-oxadiazole-2-carboxylic acid potassium salt [K+].C(C)(C)(C)C1=NN=C(O1)C(=O)[O-]